tert-butyl 4-{[(1S)-5-[2-(2-aminopyridin-3-yl)-5-(pyrazol-1-yl)imidazo[4,5-b]pyridin-3-yl]-2,3-dihydro-1H-inden-1-yl]amino}-3-hydroxypiperidine-1-carboxylate NC1=NC=CC=C1C1=NC=2C(=NC(=CC2)N2N=CC=C2)N1C=1C=C2CC[C@@H](C2=CC1)NC1C(CN(CC1)C(=O)OC(C)(C)C)O